tert-Butyl (3-cyano-4-(3-(5-(dimethylamino)-2-azaspiro[3.3]heptan-2-yl)-5-fluoro-7,9-dihydrofuro[3,4-f]quinazolin-6-yl)-7-fluorothieno[3,2-c]pyridin-2-yl)carbamate C(#N)C1=C(SC2=C1C(=NC=C2F)C=2C1=C(C=3C=NC(=NC3C2F)N2CC3(C2)C(CC3)N(C)C)COC1)NC(OC(C)(C)C)=O